CCC(C(=O)CC)C(=O)O The molecule is a 3-oxo monocarboxylic acid that is pentanoic acid substituted at positions 2 and 3 by ethyl and oxo substituents respectively.